11-(trifluoromethyl)-dibenzo[b,e][1,4]diazepine FC(C=1C2=C(NC3=C(N1)C=CC=C3)C=CC=C2)(F)F